4-epoxy-6-methylcyclohexylmethyl ethylene bis(3,4-epoxycyclohexanecarboxylate) C1(CC2C(CC1)O2)C(=O)O.C2(CC1C(CC2)O1)C(=O)O.CC1CC(CC2C1O2)CC=C